FC1(C[C@@H](CC1)NC(=O)C=1C=C(C2=C(C=3N(CCO2)C=NC3)C1)F)F (R)-N-(3,3-Difluorocyclopentyl)-8-fluoro-5,6-dihydrobenzo[f]imidazo[1,5-d][1,4]oxazepine-10-carboxamide